ClC=1N=C(C2=C(N1)N(C=C2F)S(=O)(=O)C2=C(C=C(C=C2C)C)C)N(C(OC(C)(C)C)=O)CC=2OC=CC2 tert-Butyl (2-chloro-5-fluoro-7-(mesitylsulfonyl)-7H-pyrrolo[2,3-d]pyrimidin-4-yl)(furan-2-ylmethyl)carbamate